(E)-2-((4-(3,5-dimethoxystyryl)phenoxy)methyl)oxirane COC=1C=C(/C=C/C2=CC=C(OCC3OC3)C=C2)C=C(C1)OC